CC(C(=O)OO)CC hydroxyl α-methylbutyrate